CC1=C(C=CC(=C1)C1=C(C(=O)[O-])C=CC(=C1)OCCCOC(C=C)=O)C1=C(C(=O)[O-])C=CC(=C1)OCCCOC(C=C)=O 2-Methyl-1,4-phenylene-bis[4-[3-(acryloyloxy)propyloxy]benzoate]